C(#N)C1=NC(=C2C=C(N=CC2=C1)N[C@@H]1CN(CCC1)C(=O)OC(C)(C)C)NC(C)C tert-butyl (S)-3-((7-cyano-5-(isopropylamino)-2,6-naphthyridin-3-yl)amino)piperidine-1-carboxylate